C(C)(C)(C)OC(=O)N(C(OC(C)(C)C)=O)C1=NC(=NC=C1OC)Cl tert-butyl N-(tert-butoxycarbonyl)-N-(2-chloro-5-methoxypyrimidin-4-yl)carbamate